6-(3-isopropyl-5-(2-azaspiro[3.5]non-7-yl)-1H-pyrrolo[3,2-b]pyridin-2-yl)-7,8-dimethyl-[1,2,4]triazolo[1,5-a]pyridine C(C)(C)C1=C(NC=2C1=NC(=CC2)C2CCC1(CNC1)CC2)C=2C(=C(C=1N(C2)N=CN1)C)C